(R)-2-amino-3-((3-(4-chloro-2-ethyl-pyrazol-3-yl)-5-fluoro-benzoyl)amino)propanoic acid hydrochloride Cl.N[C@@H](C(=O)O)CNC(C1=CC(=CC(=C1)F)C=1N(N=CC1Cl)CC)=O